CP(=O)(C)C1=CC2=C(N=C(N=C2N[C@H](C)C=2C(=C(C=CC2)C(C(C)(O)C)(F)F)F)C)C=N1 1-{3-[(1R)-1-{[6-(dimethylphosphoryl)-2-methylpyrido[3,4-d]pyrimidin-4-yl]amino}ethyl]-2-fluorophenyl}-1,1-difluoro-2-methylpropan-2-ol